N-({4-amino-1H,3H-furo[3,4-c]quinolin-7-yl}methyl)-2-cyclopropyl-N-(3-methoxy-1-methyl-1H-pyrazol-4-yl)pyrimidine-5-carboxamide NC1=NC=2C=C(C=CC2C2=C1COC2)CN(C(=O)C=2C=NC(=NC2)C2CC2)C=2C(=NN(C2)C)OC